(1R*,2S*,5S*)-3-(Toluene-4-sulfonyl)-3-azabicyclo[3.1.0]hexane-2-carboxylic acid benzothiazol-5-ylmethyl-(1,1-difluoro-spiro[2.3]hex-5-yl)-amide S1C=NC2=C1C=CC(=C2)CN(C(=O)[C@@H]2[C@@H]1C[C@@H]1CN2S(=O)(=O)C2=CC=C(C)C=C2)C2CC1(CC1(F)F)C2 |o1:13,14,16|